COC1=C(C=CC(=C1)OC)CNC(=O)C1=CC2=C(C(=N1)C(=O)NN)C=NN2C N-[(2,4-dimethoxyphenyl)methyl]-4-(hydrazinecarbonyl)-1-methyl-1H-pyrazolo[4,3-c]pyridine-6-carboxamide